P(O)(=O)(OP(=O)(O)OP(=O)(O)O)OC[C@@H]1[C@H]([C@H]([C@@H](O1)N1C(=O)N=C(N)C(=C1)CC=CN)O)O 5-aminoallylcytidine-5'-triphosphate